NC1=CC(=C(C=C1)NC(C1=CC=C(C(=O)NC2=C(C=C(C=C2)N)Cl)C=C1)=O)Cl N,N'-bis-(4-amino-2-chlorophenyl)-terephthalamide